3-cyano-1-(3-(trifluoromethyl)benzyl)-4,5,6,7-tetrahydro-1H-pyrrolo[3,2-b]pyridine-2-carboxamide C(#N)C1=C(N(C2=C1NCCC2)CC2=CC(=CC=C2)C(F)(F)F)C(=O)N